1,3-dibromo-2-(2-bromoethoxy)-5-tert-butyl-benzene BrC1=C(C(=CC(=C1)C(C)(C)C)Br)OCCBr